2-[[1-[(2-Chlorophenyl)methyl]-5-(m-tolyl)pyrazol-3-yl]methoxy]-2-methyl-propanoic acid ClC1=C(C=CC=C1)CN1N=C(C=C1C=1C=C(C=CC1)C)COC(C(=O)O)(C)C